yttrium-ytterbium monosilicate [Si]([O-])([O-])([O-])[O-].[Yb+3].[Y+3]